CC1=C(C=2N(C=C1C1=C(C=3N=C(SC3N1)C1CCN(CC1)C)C(C)C)N=CN2)C 5-(7,8-dimethyl-[1,2,4]triazolo[1,5-a]pyridin-6-yl)-6-isopropyl-2-(1-methylpiperidin-4-yl)-4H-pyrrolo[3,2-d]thiazole